(-)-3-Hydroxy-4-(m-tolyl)dihydrofuran-2(3H)-one OC1C(OCC1C=1C=C(C=CC1)C)=O